OCC1(C2=NC=NC2=NC=N1)N 6-hydroxymethyl-adenine